1-(4-(aminomethyl)phenyl)-5-methyl-1H-pyrazole-3-carbonitrile NCC1=CC=C(C=C1)N1N=C(C=C1C)C#N